C(CCCCC)C(C(=O)OCCCCCCN(CCCCO)CCCCCCOC(C(CCCCCCCC)CC1CCCC1)=O)CCCCCCCC 6-((6-((2-(cyclopentylmethyl)decanoyl)oxy)hexyl)(4-hydroxybutyl)amino)hexyl 2-hexyldecanoate